C(C)(C)(C)OC(NC1(CCN(CC1)C=1N=C(C2=C(N1)NC=C2C2=C(C1=CN(N=C1C=C2)C)Cl)C#N)C2=C(C=CC=C2)F)=O (1-(5-(4-chloro-2-methyl-2H-indazol-5-yl)-4-cyano-7H-pyrrolo[2,3-d]pyrimidin-2-yl)-4-(2-fluorophenyl)piperidin-4-yl)carbamic acid tert-butyl ester